CN1C2=C(OCC(C1=O)NC(=O)C=1SC3=C(N1)C=CC=C3C3=CC=CC=C3)C=CC=C2 N-(5-methyl-4-oxo-2,3,4,5-tetrahydrobenzo[b][1,4]oxazepin-3-yl)-7-phenylbenzo[d]thiazole-2-carboxamide